OC1=CC(=C2C(=N1)SC(=C2)C(=O)O)C(F)(F)F 6-hydroxy-4-(trifluoromethyl)thieno[2,3-b]pyridine-2-carboxylic acid